tert-butyl (E)-(2-((4-(4-bromopyridin-2-yl)-5-oxo-4,5-dihydro-1H-1,2,4-triazol-1-yl)methyl)-3-fluoroallyl)carbamate BrC1=CC(=NC=C1)N1C=NN(C1=O)C\C(\CNC(OC(C)(C)C)=O)=C\F